2-{[7-amino-4-(6-aminonaphthalen-2-yl)-1-oxo-2,3-dihydro-1H-isoindol-2-yl]methyl}prop-2-enamide NC=1C=CC(=C2CN(C(C12)=O)CC(C(=O)N)=C)C1=CC2=CC=C(C=C2C=C1)N